CC=1N=CC(=NC1)C=1C=CC(=C(C1)O)C1=CN=C(N=N1)N1C[C@@H](NCC1)C(C)C 5-(5-methylpyrazin-2-yl)-2-{3-[(3S)-3-(propan-2-yl)piperazin-1-yl]-1,2,4-triazin-6-yl}phenol